ClC=1OC2=C(N1)C=CC(=C2)OC(F)F 2-chloro-6-(difluoromethoxy)benzo[d]oxazole